trans-tetrahydropyrrole N1CCCC1